OC1=CC=C(C=C1)C1=CC(=CC=C1OC)C1=NC=NO1 5-(4'-hydroxy-6-methoxybiphenyl-3-yl)-1,2,4-oxadiazole